C(C)C1C=CC=C1 3-ethyl-cyclopent-1,4-diene